C(C)(C)(C)[N+]#[C-] tert-butylisocyanide